NC1=C(C(N(C2=CC(=CC=C12)C(F)(F)F)C1=CC=NC2=CC=CC=C12)=O)C(=O)OC methyl 4-amino-2-oxo-1-(quinolin-4-yl)-7-(trifluoromethyl)-1,2-dihydroquinoline-3-carboxylate